COC(CC)=O Methyl-propionate